COC(=O)C1(CCC2(C(CC3=CC=CC=C23)CCCO)CC1)NC1=CC(=CC=C1)Cl 4-(3-Chloroanilino)-2'-(3-hydroxypropyl)-2',3'-dihydrospiro[cyclohexane-1,1'-indene]-4-carboxylic acid methyl ester